FC1=CC=C(C=C1)[C@](C)(N)C=1C=NC(=NC1)C=1CCN(CC1)C1=NC=NN2C1=CC(=C2)C=2C=NN(C2)C (S)-1-(4-fluorophenyl)-1-(2-(1-(6-(1-methyl-1H-pyrazol-4-yl)pyrrolo[2,1-f][1,2,4]triazin-4-yl)-1,2,3,6-tetrahydropyridin-4-yl)pyrimidin-5-yl)ethan-1-amine